CN1C(=NN=C1)S[C@@H](C)C=1C=C(C=CC1)C1=CC(=NO1)C1=CC=C(C=C1)C (S)-5-(3-(1-(4-methyl-4H-1,2,4-triazol-3-ylthio)ethyl)phenyl)-3-p-tolylisoxazole